C1(=CC=CC2=CC=CC=C12)C1=CSC=C1 3-naphthyl-thiophene